NC1=C(C=CC=C1)C(=O)C=1C=NC2=C(C=CC=C2C1)F (2-aminophenyl)-(8-fluoro-3-quinolinyl)methanone